N[C@@H]1C[C@@H](CC1)NC1=NC2=CC=C(C=C2C=N1)C1=CC(=C(C=C1)NS(=O)(=O)C1=C(C=CC=C1)Cl)F N-(4-(2-(((1R,3S)-3-aminocyclopentyl)amino)quinazolin-6-yl)-2-fluorophenyl)-2-chlorobenzene-sulfonamide